N-(3,4-dichlorobenzyl)acetamide ClC=1C=C(CNC(C)=O)C=CC1Cl